C(C)C=1C=CC(=C(C1)S(=O)(=O)NC1=NOC2=C1C(=CC(=C2)C=2SC(=CN2)N2CCN(CCC2)C(C#C)=O)OC)OC 5-ethyl-2-methoxy-N-(4-methoxy-6-(5-(4-propioloyl-1,4-diazepan-1-yl)thiazol-2-yl)benzo[d]isoxazol-3-yl)benzenesulfonamide